C(C)(=O)N1C[C@@H](OCC1)CN1C(=NC2=C1C=C(C(=C2)Cl)F)C2=C(C=C(C=C2F)N2C(CCC2)=O)Cl (S)-1-(4-(1-((4-acetylmorpholin-2-yl)methyl)-5-chloro-6-fluoro-1H-benzo[d]imidazole-2-yl)-3-chloro-5-fluorophenyl)pyrrolidin-2-one